C(#N)C1=C(C=CC(=C1)OC)S(=O)(=O)N1CC(C1)(CO)COC1=CC(=C(C#N)C=C1)F 4-((1-((2-Cyano-4-methoxyphenyl)sulfonyl)-3-(hydroxymethyl)azetidin-3-yl)methoxy)-2-fluorobenzonitrile